C(C)(C)(C)C1CN=CC=2N1C(=NC2C2=CC=CC=1N2C=NC1C=1C=NC(=CC1)C(=O)OC)CC tert-butyl-3-ethyl-1-(1-(6-(methoxycarbonyl)pyridin-3-yl)imidazo[1,5-a]pyridin-5-yl)-5,6-dihydroimidazo[1,5-a]pyrazine